ClC1=CC=C(S1)S(=O)(=O)N[C@H](CO)C(CC)CC 5-chloro-N-[(2S)-3-ethyl-1-hydroxypentan-2-yl]thiophene-2-sulfonamide